FC(C=1C=C(OC2=C3CC([C@@H](C3=C(C=C2)SC(F)(F)F)O)(F)F)C=C(C1)F)F (1R)-4-[3-(difluoromethyl)-5-fluoro-phenoxy]-2,2-difluoro-7-(trifluoromethylsulfanyl)indan-1-ol